rac-(6-chloro-3-(ethylthio)imidazo[1,5-a]pyridin-5-yl)(1-phenyl-1H-pyrazol-3-yl)methanol ClC=1C=CC=2N(C1[C@@H](O)C1=NN(C=C1)C1=CC=CC=C1)C(=NC2)SCC |r|